C(CNCCN)NCCN N1,N1'-(ethane-1,2-diyl)bis(ethane-1,2-diamine)